C(C1=CC=CC=C1)OC(C[C@H](NC(=O)OCC1=CC=CC=C1)C(=O)O)=O N-Cbz-L-aspartic acid 4-benzyl ester